4-[(3-{8-bromo-3-[(trifluoromethyl)sulfanyl]indolizin-2-yl}prop-2-yn-1-yl)amino]-3-methoxy-N-methylbenzamide BrC1=CC=CN2C(=C(C=C12)C#CCNC1=C(C=C(C(=O)NC)C=C1)OC)SC(F)(F)F